FC1=C(C=CC(=N1)CC(=O)N)I (6-fluoro-5-iodopyridin-2-yl)acetamide